[Li].N=1N=C(N2C1C=CC=C2)C(=O)O [1,2,4]triazolo[4,3-a]pyridine-3-carboxylic acid lithium